3-[4-[1-(8-amino-2-hydroxy-octyl)-4-piperidyl]anilino]piperidine-2,6-dione hydrochloride Cl.NCCCCCCC(CN1CCC(CC1)C1=CC=C(NC2C(NC(CC2)=O)=O)C=C1)O